8-chloro-N-(2-morpholinoethyl)-N-(4-(trifluoromethoxy)phenyl)quinolin-2-amine ClC=1C=CC=C2C=CC(=NC12)N(C1=CC=C(C=C1)OC(F)(F)F)CCN1CCOCC1